1-(1-(2-(piperidin-4-yl)quinolin-5-yl)-3-(tetrahydro-2H-pyran-4-yl)-5,6-dihydroimidazo[1,5-a]pyrazin-7(8H)-yl)ethan-1-one N1CCC(CC1)C1=NC2=CC=CC(=C2C=C1)C=1N=C(N2C1CN(CC2)C(C)=O)C2CCOCC2